COCOCC\C=C/CCI (3Z)-6-(methoxymethoxy)-3-hexenyliodide